lauryl stearyl-3,3'-thiodipropionate C(CCCCCCCCCCCCCCCCC)C(C(=O)[O-])CSCCC(=O)OCCCCCCCCCCCC